4'-bromothioacetanilide BrC1=CC=C(NC(C)=S)C=C1